((tetrahydro-2H-pyran-4-yl)methyl)methanamine O1CCC(CC1)CCN